BrC=1C=C(C(=NC1)OCC(C(=O)NC1CCN(CC1)C)(C)C)C(F)(F)F 3-((5-bromo-3-(trifluoromethyl)pyridin-2-yl)oxy)-2,2-dimethyl-N-(1-methylpiperidin-4-yl)propionamide